3-oxo-2-(quinoxalin-6-yl)butanoic acid methyl ester COC(C(C(C)=O)C=1C=C2N=CC=NC2=CC1)=O